2-(3-chlorophenyl)thiazol ClC=1C=C(C=CC1)C=1SC=CN1